2-[(2R)-1-[(2,3-difluorophenyl)methyl]-5-oxopyrrolidin-2-yl]-N-(1-methyl-1H-1,2,4-triazol-5-yl)acetamide FC1=C(C=CC=C1F)CN1[C@H](CCC1=O)CC(=O)NC1=NC=NN1C